(1-Benzyl-3-isopropyl-1,3-dihydro-2H-benzo[d]imidazol-2-ylidene)(pyridin-1(2H)-yl)palladium(II) bromide C(C1=CC=CC=C1)N1C(N(C2=C1C=CC=C2)C(C)C)=[Pd-2](N2CC=CC=C2)Br